tetrapyridyl-porphyrin zinc-ruthenium [Ru].[Zn].N1=C(C=CC=C1)C1=C2C=CC(C(=C3C=CC(=C(C=4C=CC(=C(C5=CC=C1N5)C5=NC=CC=C5)N4)C4=NC=CC=C4)N3)C3=NC=CC=C3)=N2